2-chloro-N-(4-(trifluoromethoxy)benzyl)acetamide ClCC(=O)NCC1=CC=C(C=C1)OC(F)(F)F